γ-mercaptopropylethyldiisopropoxysilane SCCC[Si](OC(C)C)(OC(C)C)CC